(2r,5r)-3-(4-aminophenyl-ethyl)-2-(1-(4-bromophenyl)-3-(1H-pyrrol-3-yl)-1H-pyrazol-4-yl)-5-methyl-oxazolidin-4-one NC1=CC=C(C=C1)CCN1[C@H](O[C@@H](C1=O)C)C=1C(=NN(C1)C1=CC=C(C=C1)Br)C1=CNC=C1